C1(CCCCC1)COC=1C=C(C=CC1)C(C#N)C 2-(3-(cyclohexylmethoxy)phenyl)propanenitrile